FC=1C=C(C=C(C1O)F)[C@@H](CN1C[C@@H]2[C@H](C1)CC(C2)OC2=CC=CC=C2)O (3ar,5r,6as)-2-((S)-2-(3,5-difluoro-4-hydroxyphenyl)-2-hydroxyethyl)-5-phenoxyhexahydrocyclopenta[c]pyrrol